N1=C(C=CC=C1)[C@H](C)NC(=O)C=1C=NC2=C(C=CC=C2C1)C1=CC=C(C=C1)C(F)(F)F (S)-N-(1-(pyridin-2-yl)ethyl)-8-(4-(trifluoromethyl)phenyl)quinoline-3-carboxamide